O1-benzyl O4-tert-butyl (2R)-2-[[(3-ethoxy-2,2-dimethyl-3-oxo-propyl)amino]methyl]piperazine-1,4-dicarboxylate C(C)OC(C(CNC[C@H]1N(CCN(C1)C(=O)OC(C)(C)C)C(=O)OCC1=CC=CC=C1)(C)C)=O